6-chloroimidazo[1,2-b]Pyridazine-2-carbaldehyde ClC=1C=CC=2N(N1)C=C(N2)C=O